C(#C)C1CCN(CC1)CC(=O)OC(C)(C)C tert-butyl 2-(4-ethynyl-1-piperidinyl)acetate